1-[(2,6-Dimethoxyphenyl)methyl]-5-[3-(2-methylpropoxy)phenyl]-1H-pyrazole-3-carboxylic acid methyl ester COC(=O)C1=NN(C(=C1)C1=CC(=CC=C1)OCC(C)C)CC1=C(C=CC=C1OC)OC